CC=1C=C(C=CC1[N+](=O)[O-])N1[C@H](O[C@@H](C1)C(=O)OCC)C(F)(F)F ethyl (2R,5S)-3-(3-methyl-4-nitrophenyl)-2-(trifluoromethyl)oxazolidine-5-carboxylate